IC1=C2C(C(N(C2=CC=C1)CC(=O)O)C)(C)C iodo-1-carboxymethyl-2,3,3-trimethylindole